(1R,5R)-6-(4-ethoxyphenyl)-N-(2-hydroxyethyl)-9,9-dimethyl-3,6-diazabicyclo[3.2.2]nonane-3-carboxamide C(C)OC1=CC=C(C=C1)N1[C@H]2CN(C[C@@H](C1)CC2(C)C)C(=O)NCCO